OCC=1C=C(C=NC1)[C@@H](CC(=O)O)N1N=CC2=CC(=CC=C12)OCCC1=NC=2NCCCC2C=C1 (R)-3-(5-(Hydroxymethyl)pyridin-3-yl)-3-(5-(2-(5,6,7,8-tetrahydro-1,8-naphthyridin-2-yl)ethoxy)-1H-indazol-1-yl)propanoic acid